(4-hydroxyphenyl)carbazole OC1=CC=C(C=C1)C1=CC=CC=2C3=CC=CC=C3NC12